N-(3-methoxy-4-(3-((3-morpholinopropyl)amino)-6-(pyrazolo[1,5-a]pyrimidin-3-yl)-1H-pyrazolo[4,3-c]pyridin-1-yl)phenyl)cyclopropanesulfonamide COC=1C=C(C=CC1N1N=C(C=2C=NC(=CC21)C=2C=NN1C2N=CC=C1)NCCCN1CCOCC1)NS(=O)(=O)C1CC1